1-(bromomethyl)-4-ethoxybenzene BrCC1=CC=C(C=C1)OCC